OC1(C(N(C2=CC=CC=C12)C=1C=C(CC2=NNC(C3=CC=CC=C23)=O)C=CC1)=O)C 4-(3-(3-Hydroxy-3-methyl-2-oxoindolin-1-yl)benzyl)phthalazin-1(2H)-one